ClC=1C=C2C(=CC1)NC(C21CCN(CC1)CCOC=1C=C(C2=C(COC(N2C2CC(C2)(C)O)=O)C1)F)=O 6-{2-(5-chloro-2-oxospiro[indoline-3,4'-piperidin]-1'-yl)ethoxy}-8-fluoro-1-[(cis)-3-hydroxy-3-methylcyclobutyl]-1,4-dihydro-3,1-benzoxazin-2-one